tristyrenylphenyl ether C(=CC1=CC=CC=C1)C1=C(C(=C(C=C1)OC1=C(C(=C(C=C1)C=CC1=CC=CC=C1)C=CC1=CC=CC=C1)C=CC1=CC=CC=C1)C=CC1=CC=CC=C1)C=CC1=CC=CC=C1